BrC1=CN=C(C(=N1)C1=CC(=NO1)C1=CC2=C(N(N=N2)C(=O)OC(C)(C)C)C=C1)N(C(=O)OC(C)(C)C)C(=O)OC(C)(C)C tert-butyl 5-(5-(6-bromo-3-(N,N-di(tert-butoxycarbonyl) amino) pyrazin-2-yl) isoxazol-3-yl)-1H-benzo[d][1,2,3]triazol-1-carboxylate